methyl 2-[1-(3-chlorophenyl)-1H-pyrazol-3-yl]propanoate ClC=1C=C(C=CC1)N1N=C(C=C1)C(C(=O)OC)C